C(C)(C)(C)OC(C(CC1=CC=C(C=C1)O)(C)NC(=O)OC(C)(C)C)=O.C(C)(C)N(S(=O)(=O)C=1SC2=C(N1)C=CC=C2)C(C)C N,N-diisopropyl-2-benzothiazolesulfonamide tert-butyl-2-((tert-butoxycarbonyl)amino)-3-(4-hydroxyphenyl)-2-methylpropionate